ClC=1C=C2C=C(N(C2=CC1B1OCC(CO1)(C)C)S(=O)(=O)C1=CC=CC=C1)CCC(=O)N ((5-chloro-6-(5,5-dimethyl-1,3,2-dioxaborinan-2-yl)-1-(phenylsulfonyl)-1H-indol-2-yl)methyl)acetamide